C(C)OP(=O)(OCC)CC=C(C(=O)OCC)C ethyl 4-(diethyloxyphosphoryl)-2-methyl-2-butenoate